FC=1C(=CC2=C(NC(N2C=2C=NC=CC2)=O)C1)N1CCN(CC1)C(=O)OC(C)(C)C tert-butyl 4-(6-fluoro-2-oxo-3-(pyridine-3-yl)-2,3-dihydro-1H-benzo[d]imidazole-5-yl)piperazine-1-carboxylate